Ethyl 5-(N-(2-((2-chloro-N-(furan-2-ylmethyl) benzoylamino) methyl)-5-(pyrrolidin-1-yl) phenyl)-N-ethylsulfamoyl)-3-methylbenzofuran-2-carboxylate ClC1=C(C(=O)N(CC=2OC=CC2)CC2=C(C=C(C=C2)N2CCCC2)N(S(=O)(=O)C=2C=CC3=C(C(=C(O3)C(=O)OCC)C)C2)CC)C=CC=C1